NC=1C=C(C=CC1)S(=O)(=O)N1C(=CC2=CC=C(C=C12)C#N)C(=O)NC1CCC(CC1)NC(OC(C)(C)C)=O tert-Butyl ((1r,4r)-4-(1-((3-aminophenyl)sulfonyl)-6-cyano-1H-indole-2-carboxamido)-cyclohexyl)carbamate